[N+](=O)([O-])C1=CC=C(C=C1)C1=CC=C(O1)C=NNC(C1=CN=CC=C1)=O N'-((5-(4-nitrophenyl)furan-2-yl)methylene)nicotinoyl-hydrazine